CN1C(N(CC1)C1=C(C=NC=C1)C1CN(C1)C(=O)OC(C)(C)C)=O Tert-Butyl 3-(4-(3-methyl-2-oxoimidazolidin-1-yl)pyridin-3-yl)azetidine-1-carboxylate